2,2-dimethyl-3-oxopropanoic acid methyl ester COC(C(C=O)(C)C)=O